COC(CC(CCCCCCCCCCCCCCC)O)=O 3-Hydroxyoctadecanoic acid methyl ester